NC1=NC=NN2C1=C(C(=C2)C2=CC=C(C=C2)NC(C(=C)C)=O)C2=CC=C(C=C2)OC2=NC(=CC=C2)C N-(4-(4-amino-5-(4-((6-methylpyridin-2-yl)oxy)phenyl)pyrrolo[2,1-f][1,2,4]triazin-6-yl)phenyl)methacrylamide